C1CCC2=C(C=3CCCC3C=C12)NC(=O)N=[S@@](=O)(N)C1=NN(C(=C1)C(C)(C)O)C1=CC=CC=C1 (S)-N'-((1,2,3,5,6,7-hexahydro-s-indacen-4-yl)carbamoyl)-5-(2-hydroxypropan-2-yl)-1-phenyl-1H-pyrazole-3-sulfonimidamide